1,3-pentandione C(CC(CC)=O)=O